5'-fluoro-2'-deoxyuridine FC([C@@H]1[C@H](C[C@@H](O1)N1C(=O)NC(=O)C=C1)O)O